chloro-4-(furan-3-yl)pyrimidine methyl-(3-bromophenyl)(cyclohexyl)acetate COC(C(C1CCCCC1)C1=CC(=CC=C1)Br)=O.ClC1=NC=CC(=N1)C1=COC=C1